C(C)(C)(C)OC(=O)N1CC(C1)(F)C=1OC(=NN1)C12CC(C1)(C2)NC(COC2=CC(=C(C=C2)Cl)F)=O 3-(5-(3-(2-(4-chloro-3-fluorophenoxy)acetamido)bicyclo[1.1.1]pent-1-yl)-1,3,4-oxadiazol-2-yl)-3-fluoroazetidine-1-carboxylic acid tert-butyl ester